ClC(C(CF)(F)Cl)(F)F 1,2-dichloro-1,1,2,3-tetrafluoropropane